The molecule is a member of the class of 7-hydroxyisoflavones that is isoflavone substituted by hydroxy groups at positions 5, 7 and 4' and a 3-hydroxy-3-methylbutyl moiety at position 3'. Isolated from the root barks of Brosimum utile, it exhibits cytotoxicity against cell lines like MCF7 (human breast carcinoma), PC3 (human prostate carcinoma), HT29 (human colon cancer) and human dermis fibroblasts. It has a role as a metabolite and an antineoplastic agent. It is a tertiary alcohol and a member of 7-hydroxyisoflavones. CC(C)(CCC1=C(C=CC(=C1)C2=COC3=CC(=CC(=C3C2=O)O)O)O)O